Cyanomethyl (S)-2-((tert-butoxy-carbonyl)amino)-3-(6-cyano-5-meth-ylpyridin-3-yl)propanoate C(C)(C)(C)OC(=O)N[C@H](C(=O)OCC#N)CC=1C=NC(=C(C1)C)C#N